C(#N)C(C)(C)C=1C=NC=C(C(=O)NC=2C=NC(=C(C2)C=2C=NC3=CC(=NC=C3C2)NC)C)C1 5-(2-cyanoprop-2-yl)-N-(6-methyl-5-(7-(methylamino)-1,6-naphthyridin-3-yl)pyridin-3-yl)nicotinamide